2-(3,4-Dimethoxyphenyl)-2,3-dihydro-5,7-dihydroxy-4H-1-benzopyran-4-one COC=1C=C(C=CC1OC)C1OC2=C(C(C1)=O)C(=CC(=C2)O)O